N-(1-ethoxyethyl)formamide C(C)OC(C)NC=O